((2R,3S,5R)-5-(6-amino-2-fluoro-9H-purin-9-yl)-2-ethyl-3-hydroxytetrahydrofuran-2-yl)methyl tetrahydrogen triphosphate O(P(O)(=O)OP(=O)(O)OP(=O)(O)O)C[C@]1(O[C@H](C[C@@H]1O)N1C2=NC(=NC(=C2N=C1)N)F)CC